CC1(OC=2C(C1)C(C(=C(C2C)C)S(=O)(=O)NC(NCCC[C@@H](N)C(=O)O)=N)C)C Nω-(2,2,4,6,7-pentamethyldihydrobenzofuran-5-sulfonyl)-D-arginine